CC1=CC=2N(N=C1N1CC=3C=C(C=NC3CC1)C(F)(F)F)C=NC2 6-(3-Methylimidazo[1,5-b]pyridazin-2-yl)-3-(trifluoromethyl)-7,8-dihydro-5H-1,6-naphthyridine